C(C)(C)(C)OC(N(CC=1SC=C(C1)C#N)OC(=O)OC(C)(C)C)=O ((tert-Butoxycarbonyl)oxy)((4-cyanothiophen-2-yl)methyl)carbamic acid tert-butyl ester